(1R,3S)-3-(5-{5-[2-(1,3-dioxolan-2-yl)-3-[(4-methoxyphenyl)methoxy]phenyl]-2-methylpyrazole-3-amido}-2H-pyrazol-3-yl)cyclopentyl N-isopropylcarbamate C(C)(C)NC(O[C@H]1C[C@H](CC1)C=1NN=C(C1)NC(=O)C=1N(N=C(C1)C1=C(C(=CC=C1)OCC1=CC=C(C=C1)OC)C1OCCO1)C)=O